1-(cyclopropylmethyl)imidazolin-2-one C1(CC1)CN1C(NCC1)=O